C(C1=CC=CC=C1)N(CCC(C1=CC=CC=C1)C=1N(C2=CC=CC=C2C1C)C)CC1=CC=CC=C1 N,N-dibenzyl-3-(1,3-dimethyl-1H-indol-2-yl)-3-phenylpropane-1-amine